6-bromo-8-chloro-2-methylimidazo[1,2-a]pyridine BrC=1C=C(C=2N(C1)C=C(N2)C)Cl